NC1=CC=2C3=C(C(N(C2C=C1)C)=O)OCC[C@@H](N3)C (S)-10-amino-2,7-dimethyl-1,2,3,4-tetrahydro-[1,4]oxazepino[2,3-c]quinolin-6(7H)-one